FC1=CC=C(C=C1)C1=CC=C(C(=N1)C1=NN(C=C1)C)CNC(C=C)=O N-((6-(4-fluorophenyl)-2-(1-methyl-1H-pyrazol-3-yl)pyridin-3-yl)methyl)acrylamide